C1(CCCC1)NC1=C(C(=C2C(NC(=NC2=C1)CSC1CCN(CC1)C(=O)OC(C)(C)C)=O)F)F tert-Butyl 4-(((7-(cyclopentylamino)-5,6-difluoro-4-oxo-3,4-dihydroquinazolin-2-yl)methyl)thio)piperidine-1-carboxylate